4-[(2,4-dimethoxyphenyl)methyl]-3-(4-nitrophenyl)morpholine-2-carboxylic acid ethyl ester C(C)OC(=O)C1C(N(CCO1)CC1=C(C=C(C=C1)OC)OC)C1=CC=C(C=C1)[N+](=O)[O-]